FC1=C(CC=2N(C3=C(N2)SC(=C3)C(=O)OC)C[C@H]3OCC3)C=C(C(=C1)B1OC(C(O1)(C)C)(C)C)C methyl (S)-2-(2-fluoro-5-methyl-4-(4,4,5,5-tetramethyl-1,3,2-dioxaborolan-2-yl)benzyl)-1-(oxetan-2-ylmethyl)-1H-thieno[2,3-d]imidazole-5-carboxylate